2-(piperidin-4-ylmethyl)-2,9-diazaspiro[5.5]undecane-9-carboxylic acid tert-butyl ester C(C)(C)(C)OC(=O)N1CCC2(CCCN(C2)CC2CCNCC2)CC1